ClC1=C(C=CC(=C1)Cl)C=1N=C(SC1)C1=C(C(=O)N)C=CC(=C1)F (4-(2,4-dichlorophenyl)thiazol-2-yl)-4-fluorobenzamide